C(#N)[C@H]1N(CC(C1)(F)F)C(CNC(=O)C1=CC=NC2=CC=C(C=C12)N(C(CCC(N1CCNCC1)=O)=O)C)=O (S)-N-(2-(2-cyano-4,4-difluoropyrrolidin-1-yl)-2-oxoethyl)-6-(N-methyl-4-oxo-4-(piperazin-1-yl)butanamido)quinoline-4-carboxamide